S(N)(OCC[C@H]1OC2(O[C@@H]1C1=C(C=CC=C1)Cl)CCCC2)(=O)=O 2-((2R,3R)-3-(2-chlorophenyl)-1,4-dioxaspiro[4.4]nonan-2-yl)ethyl sulfamate